O[C@H]1C[C@H](CNC1)OC=1C=C2CN(C(C2=CC1)=O)N1C(CCCC1=O)=O (5-(((3r,5s)-5-hydroxypiperidin-3-yl)oxy)-1-oxoisoindolin-2-yl)piperidine-2,6-dione